9,9-dimethyl-2-(piperazin-1-ylmethyl)-6-((trifluoromethoxy)methyl)-9,10-dihydroacridine CC1(C2=CC=C(C=C2NC=2C=CC(=CC12)CN1CCNCC1)COC(F)(F)F)C